[3-(trifluoromethyl)-phenyl]methanamine FC(C=1C=C(C=CC1)CN)(F)F